(4S)-1-[[6-(difluoromethyl)-2-(methoxymethyl)imidazo[2,1-b][1,3,4]thiadiazol-5-yl]methyl]-4-propyl-imidazolidin-2-one FC(C=1N=C2SC(=NN2C1CN1C(N[C@H](C1)CCC)=O)COC)F